(5-fluoropyridin-3-yl)-methanol dihydrochloride Cl.Cl.FC=1C=C(C=NC1)CO